N-(2,4-dimethoxybenzyl)-methanesulfonamide COC1=C(CNS(=O)(=O)C)C=CC(=C1)OC